CN([C@@H]([C@H](OC(F)F)C)C(=O)O)C(=O)OC(C)(C)C methyl-N-(tert-butoxycarbonyl)-O-(difluoromethyl)-L-threonine